2-methyl-2-{5-[(3-{5-[({1-[2-(4-methylpiperazin-1-yl)-2-oxoethyl]piperidin-4-yl}amino)methyl]-1-(2,2,2-trifluoroethyl)-1H-indol-2-yl}prop-2-yn-1-yl)amino]pyridin-2-yl}propanenitrile CC(C#N)(C)C1=NC=C(C=C1)NCC#CC=1N(C2=CC=C(C=C2C1)CNC1CCN(CC1)CC(=O)N1CCN(CC1)C)CC(F)(F)F